(5-(2,6-difluorophenyl)pyridin-2-yl)methanamine FC1=C(C(=CC=C1)F)C=1C=CC(=NC1)CN